N2,N3-dicyclopentyl-5-(3-methyl-1,2,4-oxadiazol-5-yl)pyridine-2,3-diamine C1(CCCC1)NC1=NC=C(C=C1NC1CCCC1)C1=NC(=NO1)C